C1(CC1)C1=NN(C=C1C1=NC=CC2=C1C=CN2)[C@@H]2C[C@H](C2)CNC=2C=C1C(N(C(C1=CC2)=O)C2C(NC(CC2)=O)=O)=O 5-(((trans-3-(3-cyclopropyl-4-(1H-pyrrolo[3,2-c]pyridin-4-yl)-1H-pyrazol-1-yl)cyclobutyl)methyl)amino)-2-(2,6-dioxopiperidin-3-yl)isoindoline-1,3-dione